Ethyl (E)-3-(5-(4-(tert-butyl)benzamido)-1H-indol-2-yl)acrylate C(C)(C)(C)C1=CC=C(C(=O)NC=2C=C3C=C(NC3=CC2)/C=C/C(=O)OCC)C=C1